CN(C(CCC(C)(C)C)=O)CC(NC(CC1=NC=CC=C1)C1=CC=CC=C1)=O N,4,4-trimethyl-N-(2-oxo-2-((2-(2-pyridyl)-1-(phenyl)ethyl)amino)ethyl)pentanamide